7-amino-2-Azaspiro[4.4]nonane-2-carboxylate NC1CC2(CCN(C2)C(=O)[O-])CC1